N[C@@H](CC(C)C)C(=O)[O-].[Cu+2].N[C@@H](CC(C)C)C(=O)[O-] copper leucinate